N-(1-(3,4-difluorophenyl)-2-(piperazin-1-yl)ethyl)-6-isopropoxypyridine-3-sulfonamide FC=1C=C(C=CC1F)C(CN1CCNCC1)NS(=O)(=O)C=1C=NC(=CC1)OC(C)C